1-{4-[(4-bromothiophen-3-yloxy)methyl]benzyl}pyrrolidine BrC=1C(=CSC1)OCC1=CC=C(CN2CCCC2)C=C1